FC=1C=C2C(=CNC2=CC1F)NC(C(=O)NCC(C1=CC(=CC=C1)C(F)(F)F)=O)=O N-(5,6-difluoro-1H-indol-3-yl)-N'-{2-oxo-2-[3-(trifluoromethyl)phenyl]ethyl}ethanediamide